benzyl (S)-1-chloro-3-(((R)-1-(2,5-dimethylphenyl)ethyl)amino)-4-oxo-4,6,7,8-tetrahydropyrrolo[1,2-a]pyrazine-6-carboxylate ClC1=C2N(C(C(=N1)N[C@H](C)C1=C(C=CC(=C1)C)C)=O)[C@@H](CC2)C(=O)OCC2=CC=CC=C2